C1(CC1)NC(C([C@H](C[C@H]1C(NCC1)=O)NC([C@H](CCC(F)F)NC(O)=O)=O)=O)=O ((S)-1-(((S)-4-(cyclopropylamino)-3,4-dioxo-1-((S)-2-oxopyrrolidin-3-yl)butan-2-yl)amino)-5,5-difluoro-1-oxopentan-2-yl)carbamic acid